2-(4-cyclopropyl-6-methoxy-pyrimidin-5-yl)-7-methyl-4-[[4-[1-methyl-4-(trifluoromethyl)imidazol-2-yl]phenyl]methoxy]furo[3,2-d]pyrimidine C1(CC1)C1=NC=NC(=C1C=1N=C(C2=C(N1)C(=CO2)C)OCC2=CC=C(C=C2)C=2N(C=C(N2)C(F)(F)F)C)OC